2-bromo-N-(1-(chroman-6-yl)ethyl)acetamide BrCC(=O)NC(C)C=1C=C2CCCOC2=CC1